sulfur fluorine [F].[S]